(E)-1-(4-cyclohexylphenyl)-3-(quinoxalin-6-yl)prop-2-en-1-one C1(CCCCC1)C1=CC=C(C=C1)C(\C=C\C=1C=C2N=CC=NC2=CC1)=O